2-hydroxyacetamide citrate C(CC(O)(C(=O)O)CC(=O)O)(=O)O.OCC(=O)N